SC=COC1=C(C=C(C(=C1)OC=CS)OC=CS)OC=CS 1,2,4,5-tetrakis(2-mercaptovinyloxy)benzene